CC(C)(C)[S@](=O)N[C@@H](C)C1=CC=C(C=C1)OCC(F)(F)F (S)-2-methyl-N-((S)-1-(4-(2,2,2-trifluoroethoxy)phenyl)ethyl)propane-2-sulphinamide